C(C)(C)(C)OC(=O)N1C(CCCC1)C=1NC(=C(N1)C1=CC=C(C=C1)C(NC1=NC=CC(=C1)C1=CC=C(C=C1)F)=O)C(=O)OCC 2-(5-(ethoxycarbonyl)-4-(4-((4-(4-fluorophenyl)pyridin-2-yl)carbamoyl)phenyl)-1H-imidazol-2-yl)piperidine-1-carboxylic acid tert-butyl ester